C1(=CC=CC=C1)C1C(C1)C(=O)Cl (+/-)-(E)-2-phenylcyclopropanecarbonyl chloride